C12CN(CC2C1)C1=NC(=CC2=C1N=C(N=C2)SC)C2=C(C(=CC(=C2Cl)OC)OC)Cl 8-(3-azabicyclo[3.1.0]hex-3-yl)-6-(2,6-dichloro-3,5-dimethoxyphenyl)-2-(methylthio)pyrido[3,4-d]pyrimidine